methyl 3-oxo-3,4-dihydrospiro[benzo[b][1,4]oxazine-2,1'-cyclopropane]-6-carboxylate O=C1NC2=C(OC13CC3)C=CC(=C2)C(=O)OC